ClC=1C=C2C(CN(CC2=C(C1)Cl)C)C=1C=C(C=CC1)S(=O)(=O)NCCCN(CCCNC([C@@H]([C@H](C(=O)NCCCN(C)CCCNS(=O)(=O)C1=CC(=CC=C1)C1CN(CC2=C(C=C(C=C12)Cl)Cl)C)O)O)=O)C (2R,3R)-N1,N4-bis(3-((3-(3-(6,8-dichloro-2-methyl-1,2,3,4-tetrahydroisoquinolin-4-yl)phenylsulfonamido)propyl)(methyl)amino)propyl)-2,3-dihydroxysuccinamide